7-[[(1S)-1-[4-[2-Cyclopropyl-1-(4-prop-2-enoylpiperazin-1-yl)ethyl]phenyl]ethyl]amino]-1-methyl-4H-pyrido[4,3-d][1,3]oxazin-2-one C1(CC1)CC(N1CCN(CC1)C(C=C)=O)C1=CC=C(C=C1)[C@H](C)NC1=CC=2N(C(OCC2C=N1)=O)C